1-(tert-butyl) 5-(2,5-dioxopyrrolidin-1-yl) (tert-butoxycarbonyl)-L-glutamate C(C)(C)(C)OC(=O)N[C@@H](CCC(=O)ON1C(CCC1=O)=O)C(=O)OC(C)(C)C